6-(6,7-DIHYDRO-5H-PYRAZOLO[5,1-B][1,3]OXAZIN-3-YL)-N-(1-METHYL-1H-INDAZOL-7-YL)PYRIDINE-3-SULFONAMIDE N1=CC(=C2OCCCN21)C2=CC=C(C=N2)S(=O)(=O)NC=2C=CC=C1C=NN(C21)C